4-(5-ethoxy-2-pyridinyl)thiazol-2-amine C(C)OC=1C=CC(=NC1)C=1N=C(SC1)N